FC(C=1C=NC2=CC=C(C=C2N1)C(C)O)(F)F 1-(3-(trifluoromethyl)quinoxalin-6-yl)ethan-1-ol